FC=1C(=NC=C(C1)F)NC1=CN=CC(=N1)C(CCC(=O)OC)(CC)CC methyl 4-[6-[(3,5-difluoro-2-pyridyl)amino]pyrazin-2-yl]-4-ethyl-hexanoate